FC(OC1=CC=C(C=C1)N1S(C2=C(C=C3NC(C(NC3=C2)=O)=O)OCC1)(=O)=O)(F)F 2-(4-(trifluoromethoxy)phenyl)-3,4,7,10-tetrahydro-2H-[1,4,5]oxathiazepino[2,3-g]quinoxaline-8,9-dione 1,1-dioxide